FC(C=1C=C2C=C(NC2=CC1)CNCCCCOCCNC1=C2C=NNC2=CC(=C1)CCC(=O)O)(F)F 3-(4-((2-(4-(((5-(trifluoromethyl)-1H-indol-2-yl)methyl)amino)butoxy)ethyl)amino)-1H-indazol-6-yl)propanoic acid